COC(=O)C=1N=CNC1C(=O)OC imidazole-4,5-dicarboxylic acid dimethyl ester